6-fluoro-1-methyl-1H-indazole FC1=CC=C2C=NN(C2=C1)C